C(C)(C)(C)OC(=O)N1CC2=CC=C(C=C2CC1)C=1C=C2C(=CC=NC2=CC1)C(NCC(=O)N1[C@@H](CC(C1)(F)F)C#N)=O.C(C)(C)(C)OOC(C)(C)C1=CC=C(C=C1)C(C)(C)OOC(C)(C)C 1,4-bis[2-(tert-butylperoxy)propan-2-yl]benzene t-butyl-(S)-6-(4-((2-(2-cyano-4,4-difluoropyrrolidin-1-yl)-2-oxoethyl)carbamoyl)quinolin-6-yl)-3,4-dihydroisoquinoline-2(1H)-carboxylate